NC1=NN(C(=C1)C=1C(=C2C=NC(C2=CC1)=O)C)C 5-(3-amino-1-methyl-1H-pyrazol-5-yl)-4-methylisoindol-1-one